Tris-methacryloxypropyl-Tris(trimethylsiloxy)silane C(C(=C)C)(=O)OCCCC([Si](O[SiH](O[Si](C)(C)C)O[Si](C)(C)C)(C)C)(CCCOC(C(=C)C)=O)CCCOC(C(=C)C)=O